C(C)(C)N1C=C(C=CC1=O)C=1C=NC=C(C1)C=1C=C2CC(N(C2=CC1)C)=O 5-(1'-isopropyl-6'-oxo-1',6'-dihydro-[3,3'-bipyridin]-5-yl)-1-methylindolin-2-one